1-(4-(6-(benzyloxy)-4,4-difluoro-3,4-dihydronaphthalen-1-yl)phenyl)-4-(dimethoxymethyl)piperidine C(C1=CC=CC=C1)OC=1C=C2C(CC=C(C2=CC1)C1=CC=C(C=C1)N1CCC(CC1)C(OC)OC)(F)F